C(C)(C)(C)OC(=O)N1CCN(CC1)CC=1C=NC(=CC1)C(C)=O 4-((6-Acetylpyridin-3-yl)methyl)piperazine-1-carboxylic acid tert-butyl ester